N#N nitrilo-ammonia